NCC1=CC=C(C=C1)CNC1=C(C(=NN1C(=O)C1=C(OC=C1)C)C1C(CN(CC1C(F)(F)F)C(C(C)(C)C)=O)=O)C#N 5-({[4-(Aminomethyl)phenyl]methyl}amino)-3-[1-(2,2-dimethylpropanoyl)-3-oxo-5-(trifluoromethyl)piperidin-4-yl]-1-(2-methylfuran-3-carbonyl)-1H-pyrazol-4-carbonitril